C(C)(C)(C)C1=CC(=NC=C1)C1=CC(=CC2=C1OC1=C2C=CC=C1)O 4-(4-(tert-butyl)pyridin-2-yl)dibenzo-[b,d]furan-2-ol